C(C)N(CC#C)C(C(C(C(C(C)O)O)O)O)O (ethyl-(prop-2-yn-1-yl)amino)hexane-1,2,3,4,5-penta-ol